FC(C1=CC=C(C=N1)OC1CC2(CN(C2)C(=O)N2C[C@@H](CC2)C(=O)N)C1)(F)F (3R)-1-[6-[[6-(trifluoromethyl)-3-pyridinyl]oxy]-2-azaspiro[3.3]heptane-2-carbonyl]pyrrolidine-3-carboxamide